tert-butyl (3-{4-[(1E)-3-{[tert-butyl(dimethyl)silyl]oxy}prop-1-en-1-yl]-1H-pyrazol-1-yl}bicyclo[1.1.1]pentan-1-yl)carbamate [Si](C)(C)(C(C)(C)C)OC/C=C/C=1C=NN(C1)C12CC(C1)(C2)NC(OC(C)(C)C)=O